5-hydroxymethyldeoxycytidine OCC=1C(=NC(N([C@H]2C[C@H](O)[C@@H](CO)O2)C1)=O)N